(5-bromo-3-ethylsulfanyl-2-pyridyl)-tributylstannane BrC=1C=C(C(=NC1)[Sn](CCCC)(CCCC)CCCC)SCC